O[C@@H](CNC1=NNC2=NC=CC(=C21)OC2=C(C=C(C=C2)NC(=O)C=2C(N(N=CC2)C2=CC=C(C=C2)F)=O)F)CO (S)-N-(4-((3-((2,3-dihydroxypropyl)amino)-1H-pyrazolo[3,4-b]pyridin-4-yl)oxy)-3-fluorophenyl)-2-(4-fluorophenyl)-3-oxo-2,3-dihydropyridazine-4-carboxamide